NC1=C2C(=NC=N1)NN=C2C2=CC(=C(C=C2)NC(=O)NC2=CC(=NO2)C2(CC2)C(F)(F)F)F 1-(4-(4-amino-1H-pyrazolo[3,4-d]pyrimidin-3-yl)-2-fluorophenyl)-3-(3-(1-(trifluoromethyl)cyclopropyl)isoxazol-5-yl)urea